6-((4,6-dimethylpyrimidin-2-yl)Amino)-N-ethoxy-4-((4-ethynyl-2-(N-methylmethanesulfonamido)phenyl)amino)nicotinamide Hydroxyethylacrylat OCCOC(C=C)=O.CC1=NC(=NC(=C1)C)NC1=NC=C(C(=O)NOCC)C(=C1)NC1=C(C=C(C=C1)C#C)N(S(=O)(=O)C)C